tert-butyl (2-((2-(N,N-bis(4-methoxybenzyl)sulfamoyl)-4-(5,5-dimethyl-1,3,2-dioxaborinan-2-yl)-3-(2-(4-methoxybenzyl)-2H-tetrazol-5-yl)phenyl)sulfonyl)ethyl)carbamate COC1=CC=C(CN(S(=O)(=O)C2=C(C=CC(=C2C=2N=NN(N2)CC2=CC=C(C=C2)OC)B2OCC(CO2)(C)C)S(=O)(=O)CCNC(OC(C)(C)C)=O)CC2=CC=C(C=C2)OC)C=C1